N=1C=CN2C1C=CC(=C2)C2=CNC=1N=C(N=C(C12)OC)N[C@@H](C(F)(F)F)C (R)-5-(imidazo[1,2-a]pyridin-6-yl)-4-methoxy-N-(1,1,1-trifluoropropan-2-yl)-7H-pyrrolo[2,3-d]pyrimidin-2-amine